BrC=1C=C2C=C(C(=NC2=CC1)OC)C(C(CCN(C)C)(O)C1=CC(=NC(=C1)OC)OC)C=1C(=NC=CC1)OC 1-(6-bromo-2-methoxyquinolin-3-yl)-2-(2,6-dimethoxypyridin-4-yl)-4-(dimethylamino)-1-(2-methoxypyridin-3-yl)butan-2-ol